(S)-5-bromo-1-(1-(6-ethoxy-5-methoxypyridin-2-yl)-2-(methylsulfonyl)ethyl)-1H-benzo[d]imidazol-2(3H)-one BrC1=CC2=C(N(C(N2)=O)[C@H](CS(=O)(=O)C)C2=NC(=C(C=C2)OC)OCC)C=C1